N1(CCC1)S(=O)(=O)C1=CC=C(C=C1)NC(NCC=1C=NC=CC1)=O 3-[4-(azetidine-1-sulfonyl)phenyl]-1-(pyridin-3-ylmethyl)urea